C(=C)OP(=O)([O-])[O-] trans-vinylphosphate